IC1=CC(=C(C=C1I)I)I 2,3,5,6-tetraiodobenzene